(R) or (S)-6-((dimethylamino)methyl)-N'-((1,2,3,5,6,7-hexahydro-s-indacen-4-yl)carbamoyl)pyridine-3-sulfonimidamide CN(C)CC1=CC=C(C=N1)[S@@](=O)(N)=NC(NC1=C2CCCC2=CC=2CCCC12)=O |o1:10|